COCC1COCCN1CCC1C(NC2=C(S1)C=CC=C2)=O 2-(3-(methoxymethyl)morpholinoethyl)-2H-benzo[b][1,4]thiazin-3(4H)-one